OCCCN1C2=CC=CC=3C=C(N(CC1)C32)C3=NC2=C(N3OC)C(=CC(=C2)C(=O)O)OC 2-[9-(3-hydroxypropyl)-1,9-diazatricyclo[6.3.1.04,12]dodeca-2,4(12),5,7-tetraen-2-yl]-1,7-dimethoxy-benzoimidazole-5-carboxylic acid